ClC=1C(=NC=C(C1)F)CO (3-chloro-5-fluoropyridin-2-yl)methanol